C(C)(C)(C)OC(=O)N=S(/C=C/CNC(OC(C)(C)C)=O)(=O)C1=CC=C(C=C1)F tert-butyl N-[(2E)-3-({[(tert-butoxy)carbonyl]imino}(4-fluorophenyl)oxo-λ6-sulfanyl)prop-2-en-1-yl]carbamate